6-methoxy-3-[2-(pyridin-2-yl)-5H,6H,7H-cyclopenta[d]pyrimidin-4-yl]-2,3,4,5-tetrahydro-1H-3-benzazepine COC1=CC=CC=2CCN(CCC21)C=2C1=C(N=C(N2)C2=NC=CC=C2)CCC1